C(C)OC(=O)C=1C(=NC(=NC1)Cl)N[C@@H]1C[C@@H](C1)O 2-chloro-4-((cis-3-hydroxycyclobutyl)amino)pyrimidine-5-carboxylic acid ethyl ester